FC=1C=C(CC2=NC=C(C(=C2)N2N=C(C(=C2)C(=O)N)C)C)C=C(C1)C(F)(F)F 1-(2-(3-fluoro-5-(trifluoromethyl)benzyl)-5-methylpyridin-4-yl)-3-methyl-1H-pyrazole-4-carboxamide